C(C)N1C(CC(CC1C)C)(C)C N-ethyl-2,2,4,6-tetramethylpiperidine